(R)-3-(3-((4-cyanophenyl)amino)-4-((R)-1-morpholinopropyl)phenyl)pentanoic acid C(#N)C1=CC=C(C=C1)NC=1C=C(C=CC1[C@@H](CC)N1CCOCC1)[C@@H](CC(=O)O)CC